1-docosanoyl-2-(12Z-octadecenoyl)-sn-glycero-3-phosphocholine CCCCCCCCCCCCCCCCCCCCCC(=O)OC[C@H](COP(=O)([O-])OCC[N+](C)(C)C)OC(=O)CCCCCCCCCC/C=C\CCCCC